CCCCCC/C=C\CCCCCCCC/C=C\OC[C@H](COP(=O)([O-])OCC[N+](C)(C)C)OC(=O)CCCCCCCCCCC/C=C\C/C=C\CCCCC 1-(1Z,11Z-octadecadienyl)-2-(13Z,16Z-docosadienoyl)-sn-glycero-3-phosphocholine